C(=CC=C)C1CC=2C1=CC=CC2 butadienyl-benzocyclobutene